5-bromo-2-oxo-1-phenyl-1,2-dihydropyridine-3-carboxamide BrC=1C=C(C(N(C1)C1=CC=CC=C1)=O)C(=O)N